3,5-diamino-1-(4-vinylbenzyl)-1H-1,2,4-triazole NC1=NN(C(=N1)N)CC1=CC=C(C=C1)C=C